6-(1-(2-ethoxyethyl)-4-(4-fluorophenyl)-1H-imidazol-5-yl)imidazo[1,2-a]pyridine-3-carbonitrile C(C)OCCN1C=NC(=C1C=1C=CC=2N(C1)C(=CN2)C#N)C2=CC=C(C=C2)F